(1R,3S)-1-ethyl-3-((5-(1-ethyl-1H-benzo[d][1,2,3]triazol-6-yl)-4-methoxypyrrolo[2,1-f][1,2,4]triazin-2-yl)amino)cyclobutan-1-ol C(C)C1(CC(C1)NC1=NN2C(C(=N1)OC)=C(C=C2)C=2C=CC1=C(N(N=N1)CC)C2)O